FC(OC=1C=C(CN2C=CC3=CC(=CC=C23)NC(C=C)=O)C=CC1)(F)F N-(1-(3-(trifluoro-methoxy)-benzyl)-1H-indol-5-yl)acrylamide